OC1CN(CC1O)C1=CC(=CC(=N1)N1CC2(C=3C=NC(=CC31)NC(C)=O)CC2)C N-(1'-(6-(3,4-dihydroxypyrrolidin-1-yl)-4-methylpyridin-2-yl)-1',2'-dihydrospiro[cyclopropane-1,3'-pyrrolo[3,2-c]pyridin]-6'-yl)acetamide